FC=1C(=NC=C(C1)F)CC(C)=O 1-(3,5-difluoro-2-pyridyl)propan-2-one